OC1=CC(=NC2=C(C=C(C=C12)C1=CC=CC=C1)C#N)C 4-hydroxy-2-methyl-6-phenylquinoline-8-carbonitrile